2-(2-methoxypyridin-3-yl)-9-(4-(1-methyl-4-(trifluoromethyl)-1H-imidazol-2-yl)benzyl)-7,9-dihydro-8H-purin-8-one COC1=NC=CC=C1C1=NC=C2NC(N(C2=N1)CC1=CC=C(C=C1)C=1N(C=C(N1)C(F)(F)F)C)=O